C(C)(=O)N1CCC(CC1)NCC1=C(C(=NC=C1)NC=1C(=C(C=CC1)C1=NC=CC(=C1C)C1=NC(=C(C=C1)CNC[C@@H]1CCC(N1)=O)OC)Cl)F (S)-5-((((2'-(3-((4-(((1-acetylpiperidin-4-yl)amino)methyl)-3-fluoropyridin-2-yl)amino)-2-chlorophenyl)-6-methoxy-3'-methyl-[2,4'-bipyridin]-5-yl)methyl)amino)methyl)pyrrolidin-2-one